FC1=C(C=2C(C3=C(NC2N=C1)CC(CC3=O)(C)C)(C)C3=CC(=CC=C3)OC(C)C)C#N 3-fluoro-5-(3-isopropoxyphenyl)-5,8,8-trimethyl-6-oxo-9,10-dihydro-7H-benzo[b][1,8]naphthyridine-4-carbonitrile